N-methyl-N-[(1-methylpyrazol-3-yl)methyl]-1H-imidazole-4-carboxamide CN(C(=O)C=1N=CNC1)CC1=NN(C=C1)C